CN1C(=NC2=NC=C(C(=C21)C#N)OC=2C=NN1C2C=NC(=C1)OCCN1CCOCC1)NC=1C(N(C=C(C1)C(F)(F)F)C)=O 1-methyl-2-((1-methyl-2-oxo-5-(trifluoromethyl)-1,2-dihydropyridin-3-yl)amino)-6-((6-(2-morpholinoethoxy)pyrazolo[1,5-a]pyrazin-3-yl)oxy)-1H-imidazo[4,5-b]pyridine-7-carbonitrile